FC1(CCN(CC1)C=1C=C(C=C2C=CC(=NC12)C(F)(F)F)NC=O)F N-[8-(4,4-difluoropiperidinyl)-2-(trifluoromethyl)(6-quinolinyl)]carboxamide